5-(6-cyanopyridin-3-yl)-thiophene-2-carbaldehyde C(#N)C1=CC=C(C=N1)C1=CC=C(S1)C=O